5-Amino-1-isopropyl-3-(4-(2-((4-(morpholinomethyl)-3-(trifluoromethyl)phenyl)amino)-2-oxoethyl)phenyl)-1H-pyrazole-4-carboxamide NC1=C(C(=NN1C(C)C)C1=CC=C(C=C1)CC(=O)NC1=CC(=C(C=C1)CN1CCOCC1)C(F)(F)F)C(=O)N